pyridyl-binaphthyl N1=C(C=CC=C1)C1=C(C2=CC=CC=C2C=C1)C1=CC=CC2=CC=CC=C12